C(#N)C=1N=C(NC1C#N)C(F)(F)F.[Li] lithium 4,5-dicyano-2-trifluoromethyl-imidazole